FC=1C=C(C=C2CCN(CC12)[C@@H]1CCN(C2(CCC2)C1)C)C(=O)NO 8-fluoro-2-[(8R)-5-methyl-5-azaspiro[3.5]nonan-8-yl]-3,4-dihydro-1H-isoquinoline-6-carbohydroxamic acid